3,5-Bis(trifluoromethyl)benzaldehyde-O-(1-methyl-1H-imidazole-5-carbonyl) oxime CN1C=NC=C1C(=O)ON=CC1=CC(=CC(=C1)C(F)(F)F)C(F)(F)F